C1(CC1)OC1=C(C=C(C=C1)F)C(C(=O)O)N1C[C@@H](CC1)OCCCCC1=NC=2NCCCC2C(=C1)OC 2-(2-Cyclopropoxy-5-fluorophenyl)-2-((R)-3-(4-(4-methoxy-5,6,7,8-tetrahydro-1,8-naphthyridin-2-yl)butoxy)pyrrolidin-1-yl)acetic acid